[Si](C)(C)(C(C)(C)C)C(C#C)(\C=C/C=CCCCC)O TBDMS-cis-octadienyl-propargyl alcohol